tert-butyl N-[(oxan-4-yl)-4-({[2-(trifluoromethyl)phenyl]methyl}carbamoyl)-1,3-thiazol-5-yl]carbamate O1CCC(CC1)C=1SC(=C(N1)C(NCC1=C(C=CC=C1)C(F)(F)F)=O)NC(OC(C)(C)C)=O